benzylcarbon C(C1=CC=CC=C1)[C]